CSC1=CC=C(CSC2=C3N=CNC3=NC=N2)C=C1 6-((4-(Methylthio)benzyl)thio)-9H-purin